FC=1C(=CC(=NC1)OC)[C@H](C(=S)N1C[C@@]2(NC3=NC(=C(C=C3CC2)C2=NC=CC=N2)C)CC1)C (R)-2-(5-fluoro-2-methoxypyridin-4-yl)-1-((S)-7'-methyl-6'-(pyrimidin-2-yl)-3',4'-dihydro-1'H-spiro[pyrrolidin-3,2'-[1,8]naphthyridin]-1-yl)propane-1-thione